FC=1C(=C(C=CC1F)OB(O)O)OC (3,4-difluoro-2-methoxy-phenyl)boric acid